1-(2-(((1R,4R)-4-hydroxycyclohexyl)amino)-6-((5-(5-phenyl-1,3,4-oxadiazol-2-yl)thiazole-2-yl)amino)pyrimidin-4-yl)piperidine-4-carbonitrile OC1CCC(CC1)NC1=NC(=CC(=N1)N1CCC(CC1)C#N)NC=1SC(=CN1)C=1OC(=NN1)C1=CC=CC=C1